ClC1=C(C(=O)NC(NC=2C(=NC=CC2C=C)C(C)C)=O)C=C(C(=N1)Cl)F 2,6-dichloro-5-fluoro-N-((2-isopropyl-4-vinylpyridin-3-yl)carbamoyl)nicotinamide